FC1=CC(=NN1C)C1[C@H](C(NC1)=O)C(=O)OCC ethyl (3R)-4-(5-fluoro-1-methyl-pyrazol-3-yl)-2-oxo-pyrrolidine-3-carboxylate